FC1=CC=C(C=C1)N1N=C2N=C(C=C(C2=C1)C(=O)NCC1=CC=C(C=C1)C)C1=CC=C(C=C1)C (4-fluorophenyl)-6-(4-methylphenyl)-N-[(4-methylphenyl)methyl]-2H-pyrazolo[3,4-b]Pyridine-4-carboxamide